2-(4-iodo-3,5-dimethoxy-phenyl)benzofuran IC1=C(C=C(C=C1OC)C=1OC2=C(C1)C=CC=C2)OC